CNC#N N-methyl-cyanamide